hydroxyethyl-ethylenediamine OCCNCCN